C12C(CC(CC1)C2)N2CCN(CC2)C2=CC=C(C=C2)N2N=C(N=C2N)N (4-(4-(bicyclo[2.2.1]heptan-2-yl)piperazin-1-yl)phenyl)-1H-1,2,4-triazole-3,5-diamine